C1(=CC=C(C=C1)CC1C(C2(CCC1C2(C)C)CS(=O)(=O)O)=O)CC2C(C1(CCC2C1(C)C)CS(=O)(=O)O)=O 3,3'-(1,4-phenylenedimethylene)bis(7,7-dimethyl-2-oxo-bicyclo-[2.2.1]hept-1-ylmethanesulfonic acid)